Methyl ((S)-1-(R or S)-(2-(((S)-1-(cyclopropylamino)-6,6-difluoro-1,2-dioxoheptan-3-yl)carbamoyl)-4,4-difluoropiperidin-1-yl)-3,3-dimethyl-1-oxobutan-2-yl)carbamate C1(CC1)NC(C([C@H](CCC(C)(F)F)NC(=O)[C@@H]1N(CCC(C1)(F)F)C([C@H](C(C)(C)C)NC(OC)=O)=O)=O)=O |o1:16|